FC1=CC(=C(C#N)C=C1)C(C(O[Si](C(C)C)(C(C)C)C(C)C)([2H])[2H])([2H])[2H] 4-fluoro-2-(1,1,2,2-tetradeuterio-2-triisopropylsilyloxy-ethyl)benzonitrile